COCCOC=1C=C(CNC=2OC=CN2)C=CC1 N-(3-(2-methoxyethoxy)benzyl)oxazol-2-amine